ClC1=CC(=NC=N1)N1N=CC=2C(N(CCC21)C(=O)OC(C)(C)C)=O tert-butyl 1-(6-chloropyrimidin-4-yl)-4-oxo-1,4,6,7-tetrahydro-5H-pyrazolo[4,3-c]pyridine-5-carboxylate